(3-amino-1,5-naphthyridin-4-yl)dimethylphosphine oxide NC=1C=NC2=CC=CN=C2C1P(C)(C)=O